2-(2-fluoro-4-(morpholin-3-yl)phenyl)-N-(3-(4-fluoropiperidin-1-yl)propyl)benzo[d]imidazo[2,1-b]thiazole-7-carboxamide dihydrochloride Cl.Cl.FC1=C(C=CC(=C1)C1NCCOC1)C=1N=C2SC3=C(N2C1)C=CC(=C3)C(=O)NCCCN3CCC(CC3)F